2-bromo-3-methoxy-propanoic acid BrC(C(=O)O)COC